FC=1C=C(C=CC1)S(=O)(=O)ON1C(C=2C(C1=O)=CC=CC2)=O N-(3-fluorophenylsulfonyloxy)phthalimide